COC1=CC2=C(N=C(S2)NC2=NC=CC(=C2)NC2CNCC2)C=C1 N2-(6-methoxybenzo[d]thiazol-2-yl)-N4-(pyrrolidin-3-yl)pyridine-2,4-diamine